C(=C)C1=C(C=CC=C1)C1(CC1)NC(=O)C1=CC=2C(=NC(=CC2)C=2C=NNC2)N1C N-[1-(2-ethenylphenyl)cyclopropyl]-1-methyl-6-(1H-pyrazol-4-yl)pyrrolo[2,3-b]pyridine-2-carboxamide